[Si](C1=CC=CC=C1)(C1=CC=CC=C1)(C(C)(C)C)OCCCC(C=C)=O 1-((tert-butyldiphenylsilyl)oxy)-4-oxohex-5-en